2-(6-bromopyrimidin-4-yl)ethan-1-amine BrC1=CC(=NC=N1)CCN